C(C)(C)NC=1N=C(C2=C(N1)N(C(=C2)C)S(=O)(=O)C2=CC=C(C)C=C2)C2=CC=CC=C2 N-isopropyl-6-methyl-4-phenyl-7-tosyl-7H-pyrrolo[2,3-d]pyrimidin-2-amine